[Sb](=O)#CC(C)(C)N1N=C(C=2C1=NC=NC2N)N2C(=CC1=CC=CC=C21)C(=O)NCC(F)F.[Sb] Antimony (antimonyl)(4-amino-1-tert-butyl-pyrazolo[3,4-d]pyrimidin-3-yl)-N-(2,2-difluoroethyl)-1H-indole-2-carboxamide